(E-3-hydroxy-phenyl)amine OC=1C=C(C=CC1)N